C(C1=CC=CC=C1)N1C(C(NC2=CC(=CC=C12)Br)=O)C(F)F 4-benzyl-7-bromo-3-(difluoromethyl)-3,4-dihydroquinoxalinone